(1s,4s)-N-(3-cyano-4-methoxyphenyl)-4-(7-(2-(dimethylamino)ethylamino)-5-methyl-2-oxo-1,2-dihydroquinazolin-3(4H)-yl)cyclohexanecarboxamide C(#N)C=1C=C(C=CC1OC)NC(=O)C1CCC(CC1)N1C(NC2=CC(=CC(=C2C1)C)NCCN(C)C)=O